[Na+].S(=O)(=O)([O-])C1=CC=C(C=C1)C=1C2=CC=C(N2)C(=C2C=CC(C(=C3C=CC(=C(C=4C=CC1N4)C4=CC=C(C=C4)S(=O)(=O)[O-])N3)C3=CC=C(C=C3)S(=O)(=O)[O-])=N2)C2=CC=C(C=C2)S(=O)(=O)[O-].[Na+].[Na+].[Na+] 5,10,15,20-tetrakis(4-sulfonatophenyl)porphyrin sodium salt